ClC1=C(C=CC(=C1)C)C=1CCCC2=C(C1C1=CC=C(C=C1)O[C@@H]1CN(CC1)CCCF)C=CC(=C2)N (S)-8-(2-chloro-4-methylphenyl)-9-(4-((1-(3-fluoropropyl)pyrrolidin-3-yl)oxy)phenyl)-6,7-dihydro-5H-benzo[7]annulen-3-amine